6-bromo-3-fluoro-2-methyl-4-nitro-1-oxido-pyridin-1-ium BrC1=CC(=C(C(=[N+]1[O-])C)F)[N+](=O)[O-]